C(#N)C1=CC(=C(C=C1)COC1=CC(=CC(=N1)C1=CC(=C(C=C1F)CC=1N(C2=C(N1)C=CC(=C2)C(=O)O)CCOC)F)C(F)F)F 2-[[4-[6-[(4-cyano-2-fluoro-phenyl)methoxy]-4-(difluoromethyl)-2-pyridyl]-2,5-difluoro-phenyl]methyl]-3-(2-methoxyethyl)benzimidazole-5-carboxylic acid